C(C1=CC=CC=C1)(=O)OCC\C=C/CC Cis-3-Hexenyl Benzoate